C(#N)C(C)(C)N(C(=O)C=1C2=C(N(N1)C1=CC(=CC(=C1)F)F)C1=C(OC2)C=C(C(=C1)C=1C=NC=C(C1)C#N)OC)C N-(2-cyanoprop-2-yl)-8-(5-cyanopyridin-3-yl)-1-(3,5-difluorophenyl)-7-methoxy-N-methyl-1,4-dihydrobenzopyrano[4,3-c]Pyrazole-3-carboxamide